rac-(1S*,2S*)-2-(5-chloro-2-(difluoromethyl)phenyl)-N-(6-(((6-cyclopropylimidazo[1,2-a]pyridin-2-yl)methyl)amino)pyrimidin-4-yl)cyclopropane-1-carboxamide ClC=1C=CC(=C(C1)[C@@H]1[C@H](C1)C(=O)NC1=NC=NC(=C1)NCC=1N=C2N(C=C(C=C2)C2CC2)C1)C(F)F |r|